(R)-1-(2-bromo-pyridin-3-yl)ethyl (1-methyl-4-(5-(methyl-sulfonamido)pyridin-2-yl)-1H-1,2,3-triazol-5-yl)carbamate CN1N=NC(=C1NC(O[C@H](C)C=1C(=NC=CC1)Br)=O)C1=NC=C(C=C1)NS(=O)(=O)C